C(C)OC(=O)C1=NC=CN=C1C(F)(F)F (trifluoromethyl)-2-pyrazinecarboxylic acid ethyl ester